1-O-hexyl-2,3,5-trimethyl-hydroquinone C(CCCCC)OC1=C(C(=C(O)C(=C1)C)C)C